NC1=C(SC2=NC(=C(C=C21)F)C)C(=O)NC2CC=1C=CC(=NC1CC2)N2CC(C(C2)NC)C(F)F 3-amino-N-{2-[3-(difluoromethyl)-4-(methylamino)pyrrolidin-1-yl]-5,6,7,8-tetrahydroquinolin-6-yl}-5-fluoro-6-methylthieno[2,3-b]pyridine-2-carboxamide